CC1=CC=C(C=C1)S(=O)(=O)N para-toluenesulfonamide